C1([C@@H](O)[C@H](O)[C@H](O1)CO)C1=C(C(NC(N1)=O)=O)\C=C\Br D-arabinofuranosyl-E-5-(2-bromovinyl)uracil